(R)-[(2R,4s,5R)-5-ethyl-1-azabicyclo[2.2.2]octan-2-yl]-(6-methoxyquinolin-4-yl)methanamine C(C)[C@@H]1[C@@H]2C[C@@H](N(C1)CC2)[C@H](N)C2=CC=NC1=CC=C(C=C21)OC